COS(=O)(=O)[O-].OC1=CC=C(C=C1)[S+](C)C (4-hydroxyphenyl)dimethyl-sulfonium methyl-sulfate